N1CCC2(CC1)COC1=C2C=CC(=C1)N[C@H]1C(NC(CC1)=O)=O (R)-3-((2H-spiro[benzofuran-3,4'-piperidin]-6-yl)amino)piperidine-2,6-dione